Ethyl 3-(1-((1-(2-((4-chlorophenyl)sulfonamido)ethyl)piperidin-4-yl)methyl)-1H-1,2,3-triazol-4-yl)-5-fluoro-1H-indol-2-carboxylat ClC1=CC=C(C=C1)S(=O)(=O)NCCN1CCC(CC1)CN1N=NC(=C1)C1=C(NC2=CC=C(C=C12)F)C(=O)OCC